(3-(2-aminoquinazolin-6-yl)-4-methylphenyl)-4-(4-methylpiperazine-1-carbonyl)-3-(trifluoromethyl)benzamide NC1=NC2=CC=C(C=C2C=N1)C=1C=C(C=CC1C)C1=C(C(=O)N)C=CC(=C1C(F)(F)F)C(=O)N1CCN(CC1)C